ClC1=CC=C(CN2CCC(CC2)(O)CN2C=NC3=C(C2=O)C=NN3C3=CC=C(C=C3)F)C=C1 5-((1-(4-chlorobenzyl)-4-hydroxypiperidin-4-yl)methyl)-1-(4-fluorophenyl)-1,5-dihydro-4H-pyrazolo[3,4-d]pyrimidin-4-one